(3R)-3-(4-Chlorophenyl)-2-[(5-chloropyridin-2-yl)methyl]-6-[2-hydroxy-1-(pyridin-3-yloxy)propan-2-yl]-3-methoxy-2,3-dihydro-1H-isoindol-1-on ClC1=CC=C(C=C1)[C@@]1(N(C(C2=CC(=CC=C12)C(COC=1C=NC=CC1)(C)O)=O)CC1=NC=C(C=C1)Cl)OC